5-(4-ethoxyphenyl)-5,6-dihydropyrido[2,3-d]pyrimidine-4,7(3h,8h)-dione C(C)OC1=CC=C(C=C1)C1CC(NC=2N=CNC(C21)=O)=O